N-(3,5-Bis((E)-3,4-difluorobenzylidene)-4-oxocyclohexyl)-4-((2-(pyrrolidin-1-yl)ethyl)amino)benzamide FC=1C=C(\C=C\2/CC(C\C(\C2=O)=C/C2=CC(=C(C=C2)F)F)NC(C2=CC=C(C=C2)NCCN2CCCC2)=O)C=CC1F